ClC1=C(N(C(C2=C(C=CC=C12)C1=CC(=C(C=C1)OC)F)=O)C1=CC=CC=C1)[C@H](C)NC=1C2=C(N=CN1)NC=CC2=O (S)-4-((1-(4-chloro-8-(3-fluoro-4-methoxyphenyl)-1-oxo-2-phenyl-1,2-dihydroisoquinolin-3-yl)ethyl)amino)pyrido[2,3-d]pyrimidin-5(8H)-one